(3-bromophenyl)(trifluoromethyl)sulfane methyl-2,2-bis(4-hydroxy-3-methylphenyl)propanoate COC(C(C)(C1=CC(=C(C=C1)O)C)C1=CC(=C(C=C1)O)C)=O.BrC=1C=C(C=CC1)SC(F)(F)F